(R)-3-(3,5-dimethoxyphenylethynyl)-4-(3-acrylamidopyrrolidin-1-yl)indole-7-carboxamide iodomethyl-dodecanate ICOC(CCCCCCCCCCC)=O.COC=1C=C(C=C(C1)OC)C#CC1=CNC2=C(C=CC(=C12)N1C[C@@H](CC1)NC(C=C)=O)C(=O)N